1-methyl-5-(3-tetrahydropyran-2-yloxypropoxy)pyrazole CN1N=CC=C1OCCCOC1OCCCC1